1,2-dimethylpropanol CC(C(C)C)O